BrC=1C=C(CN2CCOCC2)C=C(C1)F 4-(3-bromo-5-fluorobenzyl)morpholine